2-((1s,4s)-4-((2-((2-(1-(Cyclopropylsulfonyl)-1H-pyrazol-4-yl)pyrimidin-4-yl)amino)-5-(5-(difluoromethoxy)pyrazin-2-yl)pyridin-4-yl)amino)cyclohexyl)propan-2-ol C1(CC1)S(=O)(=O)N1N=CC(=C1)C1=NC=CC(=N1)NC1=NC=C(C(=C1)NC1CCC(CC1)C(C)(C)O)C1=NC=C(N=C1)OC(F)F